FC1=C2C=CNC2=CC(=C1OC=1C=CC(=C(C(=N)N)C1)F)F 5-((4,6-difluoro-1H-indol-5-yl)oxy)-2-fluorobenzamidine